CN(N(C(CS)=O)C)C(CS)=O N,N'-dimethyl-N,N'-Bis(mercaptoacetyl)hydrazine